NC1=NC=2C=C(C(=CC2C2=C1C=NN2C)C(=O)N(C)[C@H]2COCC1=C2C=NC=C1F)F 4-amino-7-fluoro-N-((4R)-8-fluoro-3,4-dihydro-1H-pyrano[4,3-c]pyridin-4-yl)-N,1-dimethyl-1H-pyrazolo[4,3-c]quinoline-8-carboxamide